(2-(trifluoromethyl)pyridin-3-yl)boric acid FC(C1=NC=CC=C1OB(O)O)(F)F